O1CCC(=CC1)C1=NN(C2=C1N=C(N=C2)NC=2C(=CC=1N(C2)C=CN1)C)C 3-(3,6-dihydro-2H-pyran-4-yl)-1-methyl-N-[7-methylimidazo[1,2-a]pyridin-6-yl]pyrazolo[4,3-d]pyrimidin-5-amine